N-(4-(4-amino-1-ethyl-7-(4(S)-(oxetan-3-ylamino)cyclohex-1-en-1-yl)-1H-pyrazolo[4,3-c]pyridin-3-yl)-2-fluorophenyl)-1-(2-fluorophenyl)methanesulfonamide NC1=NC=C(C2=C1C(=NN2CC)C2=CC(=C(C=C2)NS(=O)(=O)CC2=C(C=CC=C2)F)F)C2=CC[C@H](CC2)NC2COC2